N-(6-chloro-3-methyl-2,4-dioxo-1-(3-(4-(2-phenylacetamido)phenyl)prop-2-yn-1-yl)-1,2,3,4-tetrahydropyrimidin-5-yl)-3-(p-tolyl)propanamide ClC1=C(C(N(C(N1CC#CC1=CC=C(C=C1)NC(CC1=CC=CC=C1)=O)=O)C)=O)NC(CCC1=CC=C(C=C1)C)=O